C1=CC=CC2=CC3=CC=CC=C3C(=C12)COC(NC1CCCCC1)=O 9-anthrylmethyl-N-cyclohexylcarbamate